4-methyl-methoxy-2-(4-methoxypyrimidin-2-yl)propan-2-ol CC1(NC(=NC=C1)C(COC)(C)O)OC